pyrido[3,2-f]quinoxaline N1=CC=NC=2C=CC3=C(C12)C=CC=N3